C(C)O\N=C(/N)\C1=NC(=C(C=C1)CS(NC)(=O)=O)C1=NC(=NN1C)C1=CC=CC=C1 (Z)-N'-ethoxy-6-(1-methyl-3-phenyl-1H-1,2,4-triazol-5-yl)-5-(N-methylsulfamoyl)methylpyridineamidine